C(C1=CC=CC=C1)NC(=O)N1CC=2N(CC1C)N=CC2N2S(CCC2)(=O)=O N-benzyl-3-(1,1-dioxo-1,2-thiazolidin-2-yl)-6-methyl-6,7-dihydro-4H-pyrazolo[1,5-a]pyrazine-5-carboxamide